N-(3-(2'-Amino-7'-oxo-5'H-spiro[cyclopropane-1,8'-pyrido[4,3-d]pyrimidine]-6'(7'H)-yl)-4-methylphenyl)-3-morpholino-5-(trifluoromethyl)benzamide NC=1N=CC2=C(N1)C1(C(N(C2)C=2C=C(C=CC2C)NC(C2=CC(=CC(=C2)C(F)(F)F)N2CCOCC2)=O)=O)CC1